diphenyl-cyclooctyne-carboxylic Acid C1(=CC=CC=C1)C1C#CC(CCCC1)(C(=O)O)C1=CC=CC=C1